N-((2-(6-(3-amino-3-(trifluoromethyl)pyrrolidin-1-yl)pyridin-2-yl)-1,6-naphthyridin-7-yl)methyl)-4-methyl-3-(methylsulfonyl)benzamide NC1(CN(CC1)C1=CC=CC(=N1)C1=NC2=CC(=NC=C2C=C1)CNC(C1=CC(=C(C=C1)C)S(=O)(=O)C)=O)C(F)(F)F